imino(methyl)(phenyl)-λ6-sulfanone N=S(=O)(C1=CC=CC=C1)C